(cis)-di-tert-butyl (tetrahydrofuran-3,4-diyl)dicarbamate O1C[C@H]([C@H](C1)NC(OC(C)(C)C)=O)NC(OC(C)(C)C)=O